The molecule is an oxodocosahexaenoate that is the conjugate base of (4Z,8E,10Z,13Z,16Z,19Z)-7-oxodocosahexaenoic acid, obtained by deprotonation of the carboxy group; major species at pH 7.3. It is a conjugate base of a (4Z,8E,10Z,13Z,16Z,19Z)-7-oxodocosahexaenoic acid. CC/C=C\\C/C=C\\C/C=C\\C/C=C\\C=C\\C(=O)C/C=C\\CCC(=O)[O-]